tert-butyl 8-methyl-4-[8-methyl-2-[(2-methyl-3,4-dihydro-1H-pyrrolo[1,2-a]pyrazin-7-yl)amino]-7-oxo-pyrido[2,3-d]pyrimidin-6-yl]-2,3-dihydroquinoxaline-1-carboxylate CC=1C=CC=C2N(CCN(C12)C(=O)OC(C)(C)C)C1=CC2=C(N=C(N=C2)NC=2C=C3N(CCN(C3)C)C2)N(C1=O)C